7-(2-((2-chloro-5-(1-methylpiperidin-4-yl)phenyl)amino)-5-(trifluoromethyl)pyrimidin-4-yl)-4-methyl-3,4-dihydrothieno[2,3-f][1,4]thiazepin-5(2H)-one 1,1-dioxide ClC1=C(C=C(C=C1)C1CCN(CC1)C)NC1=NC=C(C(=N1)C1=CC2=C(C(N(CCS2(=O)=O)C)=O)S1)C(F)(F)F